11-(2-(8-Carboxyoctyl)-5,6-dipentylcyclohex-3-en-1-yl)undecylenic acid C(=O)(O)CCCCCCCCC1C(C(C(C=C1)CCCCC)CCCCC)C=CCCCCCCCCC(=O)O